FC1=C(C(=CC=C1C1=CN(C=C1)C)O)N1CC(NS1(=O)=O)=O 5-(2-fluoro-6-hydroxy-3-(1-methyl-1H-pyrrol-3-yl)phenyl)-1,2,5-thiadiazolidin-3-one 1,1-dioxide